CC1=CC(=NC2=CC=C3C(=C12)C=NN3)C=3C(=NNC3)C(F)(F)F 9-methyl-7-(3-(trifluoromethyl)-1H-pyrazol-4-yl)-3H-pyrazolo[4,3-f]quinoline